2-((3-benzoyl-5-(3-fluorophenyl)-2-thienyl)thio)-1-phenylethanone C(C1=CC=CC=C1)(=O)C1=C(SC(=C1)C1=CC(=CC=C1)F)SCC(=O)C1=CC=CC=C1